C(C=C)(=O)NC=1C(=CC(=C(C1)NC1=NC=C(C(=N1)N1CC(C2=NC(=CC=C21)Cl)(C)C)C(=O)OC(C)C)OC)N(C)CCN(C)C isopropyl 2-((5-acrylamido-4-((2-(dimethylamino)ethyl)(methyl)amino)-2-methoxy-phenyl)amino)-4-(5-chloro-3,3-dimethyl-2,3-dihydro-1H-pyrrolo[3,2-b]pyridin-1-yl)pyrimidine-5-carboxylate